C(C)OC(=O)C=1C(=NC(=C(C1OCC1=CC=CC=C1)C(C(=O)OCC)OC)C)Cl 4-benzyloxy-2-chloro-5-(2-ethoxy-1-methoxy-2-oxo-ethyl)-6-methyl-pyridine-3-carboxylic acid ethyl ester